1-(4-chlorobenzyl)-3-(3-fluoro-4-((4-methyl-3-oxopiperazin-1-yl)methyl)phenyl)urea ClC1=CC=C(CNC(=O)NC2=CC(=C(C=C2)CN2CC(N(CC2)C)=O)F)C=C1